ClC=1C=C(C=C(C1)C(F)(F)F)C1(CC(=NO1)C1=CC(=C(C(=O)O)C=C1)C)C(F)(F)F 4-(5-(3-chloro-5-(trifluoromethyl)phenyl)-5-(trifluoromethyl)-4,5-dihydroisoxazol-3-yl)-2-methylbenzoic acid